C=1C2=C(C(NN1)=O)SC1=C2CCCC1 6,7,8,9-tetrahydro-3H-benzo[4,5]thieno[2,3-d]pyridazin-4-one